tert-butyl 2-(1-ethylisoquinolin-5-yl)acetate C(C)C1=NC=CC2=C(C=CC=C12)CC(=O)OC(C)(C)C